C(C1=CC=CC=C1)S(=O)(=O)O.CN(C1C(N(C(C1)=O)[C@H](C(=O)NCC1=C(C=CC=C1)F)C)=O)C (2S)-2-(3-(dimethylamino)-2,5-dioxopyrrolidin-1-yl)-N-(2-fluorobenzyl)propanamide toluenesulfonate